C1(CC1)S(=O)(=O)[NH-] (cyclopropylsulfonyl)amide